Acetyltributylcitrate C(C)(=O)C(C(C(C(=O)[O-])(CCCC)CCCC)(O)C(=O)[O-])(C(=O)[O-])CCCC